ClC=1C=C(C=CC1Cl)C(C1CCN(CC1)C(=O)C=1C=CC2=C(NC(CO2)=O)C1)C1=CC=CC=C1 6-[4-[(3,4-Dichlorophenyl)-phenylmethyl]piperidine-1-carbonyl]-4H-1,4-benzoxazin-3-one